C1=CC=CC=2C3=CC=CC=C3N(C12)C1=CC=2C3=CC=CC=C3C3=CC=CC=C3C3=CC=CC=C3C2C=C1N1C2=CC=CC=C2C=2C=CC=CC12 2,3-bis(9H-carbazol-9-yl)tetraphenylene